FC1=CC(=NC=C1)NC(=S)N 1-(4-Fluoropyridin-2-yl)Thiourea